dimethyl-dodecyl-[3-(trimethoxysilyl)propyl]ammonium bromide [Br-].C[N+](CCC[Si](OC)(OC)OC)(CCCCCCCCCCCC)C